6-(2-chloro-6-fluorophenyl)-2-{[2'-(2-methylpropanoyl)-2',3'-dihydro-1'H-spiro[cyclopropane-1,4'-isoquinolin]-7'-yl]amino}imidazo[1,2-a]pyrimido[5,4-e]pyrimidin-5(6H)-one ClC1=C(C(=CC=C1)F)N1C=2N(C3=C(C1=O)C=NC(=N3)NC3=CC=C1C4(CN(CC1=C3)C(C(C)C)=O)CC4)C=CN2